CN(C1=CC=C(C(=NO)N)C=C1)C 4-dimethylamino-N'-hydroxy-benzamidine